C1=CC(=CC=C1C(C2=CC=C(C=C2)F)Cl)F 4,4'-(chloromethylene)bis(fluorobenzene)